FC1(CCC(CC1)NC(C(C=1C=NC=CC1C)N(C(=O)[C@@H]1N(C[C@@H](C1)OC)C(=O)OC(C)(C)C)C1=CC=C(C=C1)S(F)(F)(F)(F)F)=O)F tert-butyl (2R,4R)-2-[[2-[(4,4-difluorocyclohexyl)amino]-1-(4-methyl-3-pyridyl)-2-oxo-ethyl]-[4-(pentafluoro-λ6-sulfanyl)phenyl]carbamoyl]-4-methoxy-pyrrolidine-1-carboxylate